(S)-N-((1,4-dioxan-2-yl)methyl)-4-(benzylthio)-2-fluoro-6-nitroaniline O1[C@H](COCC1)CNC1=C(C=C(C=C1[N+](=O)[O-])SCC1=CC=CC=C1)F